C1=CC=CC=2C3=CC=CC=C3C3(C12)C=1C2=C(C=CC1C=1C=CC4=C(C13)C=CC=C4)C=CC=C2 spiro[13H-dibenzo[a,i]fluorene-13,9'-[9H]fluorene]